C(C)(C)(C)[Si](C1=CC=CC=C1)(C1=CC=CC=C1)OC1CCC(CC1)C#C tert-butyl-{[(1r,4r)-4-ethynylcyclohexyl]oxy}diphenylsilane